octane-8-Carboxylic acid benzyl ester C(C1=CC=CC=C1)OC(=O)CCCCCCCC